NC1=C(CN(C(C(C)(C)C)=O)CC(NC=2C=C3CC4(C(NC5=NC=CC=C54)=O)CC3=CC2)=O)C=CC=C1 N-(2-Aminobenzyl)-N-(2-oxo-2-((2'-oxo-1,1',2',3-tetrahydrospiro[indene-2,3'-pyrrolo[2,3-b]pyridin]-5-yl)amino)ethyl)pivalamide